NC1=CC=C(OCCCCCCCCCCCOC2=CC=C(C=C2)N)C=C1 1,11-bis(4-aminophenoxy)unDecane